COC1=CC=C(C=C1)C(OC[C@]1(O[C@H](COC1)N1C(NC(C=C1)=O)=O)COP(CC(C#N)=O)N(C(C)C)C(C)C)(C1=CC=CC=C1)C1=CC=C(C=C1)OC 3-[[(2S,6R)-2-[[bis(4-methoxyphenyl)-phenyl-methoxy]methyl]-6-(2,4-dioxopyrimidin-1-yl)-1,4-dioxan-2-yl]methoxy-(diisopropylamino)phosphanyl]oxopropanenitrile